CN1C(C(=CC=C1)\C=C\1/NC(C2=CC=CC=C12)=O)=O (Z)-3-((1-methyl-2-oxo-1,2-dihydropyridin-3-yl)methylene)isoindolin-1-one